ClC=1C=C(C=C(C1)C(F)(F)F)N(C(=O)N([C@@H]1CN(C[C@H]1C1=CC=C(C=C1)F)C(=O)[C@@H]1CC[C@H](CC1)NC(OC)=O)C)C methyl (trans-4-{[(3S,4R)-3-[{[3-chloro-5-(trifluoromethyl)phenyl](methyl)carbamoyl}(methyl)amino]-4-(4-fluorophenyl)pyrrolidin-1-yl]carbonyl}cyclohexyl)carbamate